(R)-(3-aminopiperidin-1-yl)(2-(1-((tetrahydro-2H-pyran-4-yl)methyl)-1H-indol-2-yl)-3,4-dihydro-5-oxa-1,2a-diazaacenaphthylen-7-yl)methanone N[C@H]1CN(CCC1)C(=O)C=1C=C2OCCN3C(=NC(C1)=C32)C=3N(C2=CC=CC=C2C3)CC3CCOCC3